C(C(O)C(O)C(=O)OC(C1=CC=C(C=C1)OC)=O)(=O)OC(C1=CC=C(C=C1)OC)=O di-anisoyl tartarate